O=C1N(CCC(N1)=O)C1=CC(=C(C=O)C=C1)O 4-(2,4-Dioxotetrahydropyrimidin-1(2H)-yl)-2-hydroxybenzaldehyde